platinum diamino dinitrite N(=O)ON.N(=O)ON.[Pt]